2-((R)-2-benzylazepan-1-yl)-6-((2S,6R)-2,6-dimethylmorpholino)pyrimidin-4(3H)-one C(C1=CC=CC=C1)[C@@H]1N(CCCCC1)C1=NC(=CC(N1)=O)N1C[C@@H](O[C@@H](C1)C)C